(2r,3s)-3-(3,4,5-tris(benzyloxy)phenyl)-1,2,3,4-tetrahydronaphthalen-2-ol C(C1=CC=CC=C1)OC=1C=C(C=C(C1OCC1=CC=CC=C1)OCC1=CC=CC=C1)[C@H]1[C@@H](CC2=CC=CC=C2C1)O